CC1CN(CC(C1)C)CC=1C=CC(=NC1)CNC1=C2C(N(C(=NC2=CC=C1)C)C1C(NC(CC1)=O)=O)=O 3-(5-(((5-((3,5-dimethylpiperidin-1-yl)methyl)pyridin-2-yl)methyl)amino)-2-methyl-4-oxoquinazolin-3(4H)-yl)piperidine-2,6-dione